4-[trans-(4-aminocyclohexyl)amino]-N'-(2-chloro-5-fluoro-4-hydroxy-phenyl)-6-(6-methoxy-2,4-dimethyl-3-pyridyl)pyrrolo[1,2-b]pyridazine-3-carboxamidine N[C@@H]1CC[C@H](CC1)NC=1C=2N(N=CC1C(=NC1=C(C=C(C(=C1)F)O)Cl)N)C=C(C2)C=2C(=NC(=CC2C)OC)C